6-[5-[(1R)-1-benzyloxy-1-(trifluoromethyl)pent-4-enyl]-1,3,4-oxadiazol-2-yl]-5-(tert-butoxycarbonylamino)-3-(trifluoromethyl)pyridine-2-carboxylic Acid C(C1=CC=CC=C1)O[C@@](CCC=C)(C(F)(F)F)C1=NN=C(O1)C1=C(C=C(C(=N1)C(=O)O)C(F)(F)F)NC(=O)OC(C)(C)C